C(C)(=O)NC1=NC(=NC=C1C(=O)OCC)SC ethyl 4-acetamido-2-(methylthio)pyrimidine-5-carboxylate